4-hydroxy-3-t-butyl-anisole OC1=C(C=C(C=C1)OC)C(C)(C)C